3-(5-(difluoromethyl)-1,3,4-oxadiazol-2-yl)-8-((2R,5S)-5-ethyl-2-(hydroxymethyl)morpholino)-N-(1-methylcyclopropyl)imidazo[1,2-a]pyridine-6-sulfonamide FC(C1=NN=C(O1)C1=CN=C2N1C=C(C=C2N2C[C@@H](OC[C@@H]2CC)CO)S(=O)(=O)NC2(CC2)C)F